C(CCCCCCCCCCCCCCC)OCCCCCCCCCCCCCCCC cetyl (cetyl) ether